8-amino-1,3-dihydronaphtho[2,3-b][1,4]dioxin-7-carboxylic acid methyl ester COC(=O)C1=CC2=CC3=C(OCCO3)C=C2C=C1N